4-(1-carbamimidoyl-1,2,3,6-tetrahydropyridin-4-yl)-N-(4-(1-carbamimidoyl-1,2,3,6-tetrahydropyridin-4-yl)-3-chlorophenyl)-3-chlorobenzamide C(N)(=N)N1CCC(=CC1)C1=C(C=C(C(=O)NC2=CC(=C(C=C2)C=2CCN(CC2)C(N)=N)Cl)C=C1)Cl